(1S,3aR,6aS)-N-((1S)-1-cyano-2-(2-oxopiperidin-3-yl)ethyl)-2-((1S,SR)-2-(2,2,2-trifluoroacetamido)-[1,1'-bi(cyclopropane)]-2-carbonyl)octahydrocyclopenta[c]pyrrole-1-carboxamide C(#N)[C@H](CC1C(NCCC1)=O)NC(=O)[C@H]1N(C[C@H]2[C@@H]1CCC2)C(=O)[C@]2([C@@H](C2)C2CC2)NC(C(F)(F)F)=O |&1:24|